N-(4-chloro-1H-indol-6-yl)-5-(oxan-3-yl)-1H-1,3-benzodiazol-2-amine ClC1=C2C=CNC2=CC(=C1)NC1=NC2=C(N1)C=CC(=C2)C2COCCC2